ClC1=C(C=CC=C1)N1N=C(C=C1C1=CC(=CC=C1)OC1CCC1)C(=O)OCC Ethyl 1-(2-chlorophenyl)-5-(3-cyclobutoxy-phenyl)-1H-pyrazole-3-carboxylate